O1COC2=C1C=CC(=C2)\C=C/2\C(NC(=N2)N(C2=CC=CC=C2)C)=O (Z)-5-(benzo[d][1,3]dioxol-5-ylmethylene)-2-(methyl-(phenyl)amino)-3,5-dihydro-4H-imidazol-4-one